1-(2-(2-naphthyl)cyclopropyl)4-methoxybenzene C1=C(C=CC2=CC=CC=C12)C1C(C1)C1=CC=C(C=C1)OC